7-((3R,5S)-1-acryloyl-5-methylpyrrolidin-3-yl)-4-amino-6-(prop-1-yn-1-yl)-7H-pyrrolo[2,3-d]pyrimidine-carboxylic acid C(C=C)(=O)N1C[C@@H](C[C@@H]1C)N1C(=CC2=C1N=C(N=C2N)C(=O)O)C#CC